CN(CCCOC1=CC=C(C=N1)C1=NN(C(C=C1)=O)CC(=O)NCC)C 2-(3-(6-(3-(dimethylamino)propoxy)pyridin-3-yl)-6-oxopyridazin-1(6H)-yl)-N-ethylacetamide